N'-ethyl-N-methoxy-N-({4-[5-(trifluoromethyl)-1,2,4-oxadiazol-3-yl]phenyl}methyl)urea C(C)NC(N(CC1=CC=C(C=C1)C1=NOC(=N1)C(F)(F)F)OC)=O